dodecyl-dimethyl-(8-triethoxysilyloctyl)ammonium chloride [Cl-].C(CCCCCCCCCCC)[N+](CCCCCCCC[Si](OCC)(OCC)OCC)(C)C